N-[4-(7-fluoro-1,3-benzoxazol-2-yl)phenyl]bicyclo[1.1.1]pentane-1-carboxamide FC1=CC=CC=2N=C(OC21)C2=CC=C(C=C2)NC(=O)C21CC(C2)C1